imidazolepropionic acid (imidazolepropionate) N1C(=NC=C1)CCC(=O)O.N1C(=NC=C1)CCC(=O)O